(R)-3-(((6-((4-chlorophenyl)(methyl)amino)-1,2,3,4-tetrahydroisoquinolin-1-yl)methyl)amino)isonicotinic acid ClC1=CC=C(C=C1)N(C=1C=C2CCN[C@H](C2=CC1)CNC1=C(C(=O)O)C=CN=C1)C